C1(CC1)OC1=CC(=NC2=CC(=CC=C12)C(=O)OC)C1=CC=C(C=C1)C(F)(F)F methyl 4-cyclopropoxy-2-(4-(trifluoromethyl)phenyl)quinoline-7-carboxylate